CC(C)C1=C(C#N)C=CC=C1 propan-2-yl-benzonitrile